CC1C(CC2NC(C=3C=NC4=C(C[C@]5(C(NC=6N=CC(/C=C/COCCN(CCN1C2=O)C)=CC56)=O)C4)C3)=O)C3=CC=CC=C3 (1S,22E)-13,17-dimethyl-12-phenyl-20-oxa-5,9,14,17,26,28-hexazahexacyclo[22.5.2.11,4.13,7.110,14.027,30]tetratriaconta-3,5,7(33),22,24(31),25,27(30)-heptaene-8,29,32-trione